1-((allyloxy)methyl)-2-bromo-4-(trifluoromethyl)benzene C(C=C)OCC1=C(C=C(C=C1)C(F)(F)F)Br